C1OC=2C=CC=CC2O1 3,4-methylendioxybenzene